1-tert-butyl 3-methyl pyrrolidine-1,3-dicarboxylate N1(CC(CC1)C(=O)OC)C(=O)OC(C)(C)C